N[C@H]1CS(C2=C(N(C1=O)CC1=CC=C(C=C1)C=1OC(=NN1)C(C)(C)C)C=C(C=C2)C=2OC(=NN2)C(C)(C)C)(=O)=O (3R)-3-amino-7-(5-tert-butyl-1,3,4-oxadiazol-2-yl)-5-[[4-(5-tert-butyl-1,3,4-oxadiazol-2-yl)phenyl]methyl]-1,1-dioxo-2,3-dihydro-1λ6,5-benzothiazepine-4-One